C(C)(C)(C)C1(N(C=2C=CC(CC2C1)(C(=O)O)C)C(C)C)C(=O)O.BrC=1C2=C(C(=NC1)C(F)(F)F)C1(OCCO1)C(C2)F 4-bromo-6-fluoro-1-(trifluoromethyl)-5,6-dihydrospiro[cyclopenta[c]pyridine-7,2'-[1,3]dioxolane] 2-(tert-butyl)5-methyl-1-isopropylindoline-2,5-dicarboxylate